6-(4-((1H-indazol-5-yl)amino)-pyrimidin-2-yl)-N-(5-chloropyridazin-4-yl)-1H-indole-2-carboxamide N1N=CC2=CC(=CC=C12)NC1=NC(=NC=C1)C1=CC=C2C=C(NC2=C1)C(=O)NC1=CN=NC=C1Cl